C(#N)C=1C=NN2C1C(=CC(=C2)OCC)C=2N=CC(=NC2)N2C[C@@H]([C@H](CC2)NC(CC(C)C)=O)O N-((3S,4S)-1-(5-(3-cyano-6-ethoxypyrazolo[1,5-a]pyridin-4-yl)pyrazin-2-yl)-3-hydroxypiperidin-4-yl)-3-methylbutanamide